nonafluoropentanamine FCC(C(C(C(N)(F)F)(F)F)(F)F)(F)F